N-(4-([1,2,4]triazolo[1,5-a]pyridin-7-yloxy)-3-methylphenyl)-5-(((1R,3R,5S)-8-(2,2-difluoroethyl)-8-azabicyclo[3.2.1]oct-3-yl)oxy)quinazolin-4-amine N=1C=NN2C1C=C(C=C2)OC2=C(C=C(C=C2)NC2=NC=NC1=CC=CC(=C21)OC2C[C@H]1CC[C@@H](C2)N1CC(F)F)C